C(C)OC1=C(C=CC=C1OCC)O 2,3-diethoxyphenol